C(=O)C1=CN(C=2C1=NC=CC2)C(=O)OC(C)(C)C tert-Butyl 3-formyl-1H-pyrrolo[3,2-b]pyridine-1-carboxylate